3-(2-((((1,3-bis(palmitoyloxy)propan-2-yl)oxy)carbonyl)oxy)-2,2-diphenylacetoxy)spiro[bicyclo[3.2.1]octane-8,1'-pyrrolidin]-1'-ium triflate [O-]S(=O)(=O)C(F)(F)F.C(CCCCCCCCCCCCCCC)(=O)OCC(COC(CCCCCCCCCCCCCCC)=O)OC(=O)OC(C(=O)OC1CC2CCC(C1)[N+]21CCCC1)(C1=CC=CC=C1)C1=CC=CC=C1